(1R,3R,4R)-2-[(2R)-2-(3-chloro-2-methyl-anilino)propanoyl]-N-[(1R)-1-cyano-2-[(3S)-2-oxo-3-piperidyl]ethyl]-5,5-difluoro-2-azabicyclo[2.2.2]octane-3-carboxamide ClC=1C(=C(N[C@@H](C(=O)N2[C@H]3CC([C@@H]([C@@H]2C(=O)N[C@H](C[C@H]2C(NCCC2)=O)C#N)CC3)(F)F)C)C=CC1)C